3-{2-[(3S,4S)-3-(4-methylsulfonylphenoxymethyl)-4-methylpyrrolidin-1-yl]Ethyl}-5-methylbenzonitrile CS(=O)(=O)C1=CC=C(OC[C@@H]2CN(C[C@H]2C)CCC=2C=C(C#N)C=C(C2)C)C=C1